N1C(=CC=C1)CNC(=O)C1CCN(CC1)C=1SC2=C(N1)C=CC(=C2)C(=O)O 2-(4-((1H-pyrrol-2-yl)methylcarbamoyl)piperidin-1-yl)benzo[d]thiazole-6-carboxylic acid